OC=1C(=NC=CN1)C(=O)NC[C@H]1NC([C@H](SCC1)C1=CC=C(C=C1)OC1=CC=CC=C1)=O 3-hydroxy-N-[[(2R,5S)-3-oxo-2-(4-phenoxyphenyl)-1,4-thiazepan-5-yl]methyl]pyrazine-2-carboxamide